FC1(CCC(CC1)COC1CN(C1)C(=O)OC(C)(C)C)F Tert-Butyl 3-[(4,4-difluorocyclohexyl)methoxy]azetidine-1-carboxylate